N-[(2,5-dichlorophenyl)methyl]-1-[3-(difluoromethyl)phenyl]-5-oxopyrrolidine-3-carboxamide ClC1=C(C=C(C=C1)Cl)CNC(=O)C1CN(C(C1)=O)C1=CC(=CC=C1)C(F)F